ClC1=CC=C(OC2CN(C2)C=2N=C(C3=C(N2)CCCS3(=O)=O)NC3=CC=C2C=CC(NC2=C3)=O)C=C1 7-((2-(3-(4-chlorophenoxy)azetidin-1-yl)-5,5-dioxido-7,8-dihydro-6H-thiopyrano[3,2-d]pyrimidin-4-yl)amino)quinolin-2(1H)-one